C(C)(C)(C)OC(=O)N[C@H](COCC1=CC=C(C=C1)C#CCCC(=O)OC)CCC(N)=O methyl 5-(4-[[(2S)-2-[(tert-butoxycarbonyl) amino]-4-carbamoylbutoxy] methyl] phenyl)pent-4-ynoate